ethyl 4-acetamido-3-chlorobenzoate C(C)(=O)NC1=C(C=C(C(=O)OCC)C=C1)Cl